tris((trifluoromethyl)sulfonyl)methanide FC(S(=O)(=O)[C-](S(=O)(=O)C(F)(F)F)S(=O)(=O)C(F)(F)F)(F)F